C(C)(C)(C)OC(=O)N1CCN(CC1)C1=C2CN(C(C2=CC=C1)=O)[C@@H]1C(NC(CC1)=O)=O.ClC=1C=C(N)C=C(C1OC=1C=C2C(=NNC2=CC1)C)Cl 3,5-dichloro-4-((3-methyl-1H-indazol-5-yl)oxy)aniline tert-butyl-(S)-4-(2-(2,6-dioxopiperidin-3-yl)-1-oxoisoindolin-4-yl)piperazine-1-carboxylate